4-(Cyclohexylamino)-N-methyl-3-(1H-1,2,3-triazol-1-yl)benzenesulfonamide C1(CCCCC1)NC1=C(C=C(C=C1)S(=O)(=O)NC)N1N=NC=C1